(3R,4S)-4-fluoro-1-[4-({8-[3-(methanesulfonylmeth-yl)azetidin-1-yl]-5-(propan-2-yl)isoquinolin-3-yl}amino)pyrimidin-2-yl]piperidin-3-ol F[C@@H]1[C@@H](CN(CC1)C1=NC=CC(=N1)NC=1N=CC2=C(C=CC(=C2C1)C(C)C)N1CC(C1)CS(=O)(=O)C)O